IC1=CC=C(C(C(=O)O)=C1)O 5-iodosalicylic acid